FC=1C=2N(C=C(C1)C1=CC=C3C=C(C=NC3=N1)N1CC(CC1)NC)C=C(N2)C 1-(7-{8-fluoro-2-methylimidazo[1,2-a]pyridin-6-yl}-1,8-naphthyridin-3-yl)-N-methylpyrrolidin-3-amine